N-((5-bromothien-2-yl)sulfonyl)-2-chloro-4-(1-cyanocyclopropyl)-6-methoxybenzamide BrC1=CC=C(S1)S(=O)(=O)NC(C1=C(C=C(C=C1OC)C1(CC1)C#N)Cl)=O